diethoxyethanone C(C)OCC(=O)OCC